O=C1NC(CC[C@@H]1N1C(C2=CC=C(C=C2C1)N1CCN(CC1)CC1CCN(CC1)C1=CC=C(C=C1)[C@@H]1C=2C=CC(=CC2CC[C@@H]1C1=CC=CC=C1)B(O)O)=O)=O ((5R,6S)-5-(4-(4-((4-(2-((S)-2,6-dioxopiperidin-3-yl)-1-oxoisoindolin-5-yl)piperazin-1-yl)methyl)piperidin-1-yl)phenyl)-6-phenyl-5,6,7,8-tetrahydronaphthalen-2-yl)boronic acid